(1R,5S)-Benzyl-3-thia-8-azabicyclo[3.2.1]octane-8-carboxylate C(C1=CC=CC=C1)OC(=O)N1[C@H]2CSC[C@@H]1CC2